3-[5-[[(2R,4S)-2-methyl-4-piperidyl]oxy]-1-oxo-isoindolin-2-yl]piperidine-2,6-dione C[C@H]1NCC[C@@H](C1)OC=1C=C2CN(C(C2=CC1)=O)C1C(NC(CC1)=O)=O